(2-ethyl-4-oxopyran-3-yl) 2-methylpropanoate CC(C(=O)OC1=C(OC=CC1=O)CC)C